methylene-3-(3'-t-butyl-4-hydroxyphenyl)propionate C=C(C(=O)[O-])CC1=CC(=C(C=C1)O)C(C)(C)C